(S)-N-(3-(1-((2-amino-5-(1-methyl-1H-pyrazol-4-yl)pyridin-3-yl)oxy)ethyl)phenyl)-3-(dimethylamino)-4-methyl-benzamide NC1=NC=C(C=C1O[C@@H](C)C=1C=C(C=CC1)NC(C1=CC(=C(C=C1)C)N(C)C)=O)C=1C=NN(C1)C